8-(1H-pyrazol-4-yl)-1,4-dioxa-8-azaspiro[4.5]decane N1N=CC(=C1)N1CCC2(OCCO2)CC1